6-[4-[(4-[[(1R)-2-[6-oxo-5-(trifluoromethyl)-1,6-dihydropyridazin-4-yl]-2,3-dihydro-1H-isoindol-1-yl]methoxy]phenyl)carbonyl]piperazin-1-yl]pyridine-3-carbonitrile O=C1C(=C(C=NN1)N1[C@H](C2=CC=CC=C2C1)COC1=CC=C(C=C1)C(=O)N1CCN(CC1)C1=CC=C(C=N1)C#N)C(F)(F)F